CC1(CN(C1)C1=NC=2C(=CC(=CC2C=2N1C=NN2)C)C(C)NC2=C(C(=O)O)C=CC=C2)C 2-((1-(5-(3,3-dimethylazetidin-1-yl)-9-methyl-[1,2,4]triazolo[4,3-c]quinazolin-7-yl)ethyl)amino)benzoic acid